9-methoxy-2,3,4,6,7,12-hexahydro-1H-indolo[2,3-a]quinolizine COC=1C=C2C(=CC1)NC1=C2CCN2CCCCC12